NC=1N=C(SC1C(=O)C1=CC=C(C(=O)NCCOC)C=C1)N(C1=CC(=C(C=C1)Cl)F)[C@@H](C(=O)N)C |r| rac-4-[4-Amino-2-(N-(2-amino-1-methyl-2-oxoethyl)-4-chloro-3-fluoroanilino)thiazol-5-carbonyl]-N-(2-methoxyethyl)benzamid